ClC=1C(=C(CNC(CN(C(CN2N=C(C3=CC=CC=C23)C(=O)N)=O)[C@@H](CO)CC)=O)C=CC1)F (R)-1-(2-((2-((3-chloro-2-fluorobenzyl)amino)-2-oxoethyl)(1-hydroxybut-2-yl)amino)-2-oxoethyl)-1H-indazole-3-carboxamide